rac-4-((2R,3S,5R)-3-(3,4-difluoro-2-methoxyphenyl)-5-methyl-5-(trifluoromethyl)tetrahydrofuran-2-carboxamido)picolinamide FC=1C(=C(C=CC1F)[C@H]1[C@@H](O[C@](C1)(C(F)(F)F)C)C(=O)NC1=CC(=NC=C1)C(=O)N)OC |r|